O-Methyl-Tyrosine COC1=CC=C(C[C@H](N)C(=O)O)C=C1